ClC1=CC(=C(C=C1)C1=CC(=C(C=C1)OC)NC1=NC=NC2=CC(=C(C=C12)OC1CN(C1)C(C=C)=O)OC)F 1-(3-((4-((4'-chloro-2'-fluoro-4-methoxy-[1,1'-biphenyl]-3-yl)amino)-7-methoxy-quinazolin-6-yl)oxy)azetidin-1-yl)prop-2-en-1-one